benzyl 4-[2-[3-(3,8-diazabicyclo[3.2.1]octan-8-yl)-2-fluoro-phenoxy]ethyl]piperazine-1-carboxylate C12CNCC(CC1)N2C=2C(=C(OCCN1CCN(CC1)C(=O)OCC1=CC=CC=C1)C=CC2)F